C(=O)O.N1CC(C1)CNC(=O)N1CCN(CC1)C(C1=C(C=C(C=C1)NC(=O)C=1N(C(=CN1)C=1C(=NN(C1)C1CC1)C(F)(F)F)C)Cl)=O N-(azetidin-3-ylmethyl)-4-(2-chloro-4-(5-(1-cyclopropyl-3-(trifluoromethyl)-1H-pyrazol-4-yl)-1-methyl-1H-imidazole-2-carboxamido)benzoyl)piperazine-1-carboxamide formate